NC1=CC(=C(C=C1)N1C=CP(C=C1)(OCC)=O)C 1-(4-amino-2-methylphenyl)-4-ethoxy-1,4-azaphosphine-4-oxide